F[C@H]1CC=2C=C3CC[C@H](C3=C(C2C1)N)C (2S,5R)-2-fluoro-5-methyl-1,2,3,5,6,7-hexahydro-s-indacen-4-amine